6-[5-[(1S)-1-[[4-(difluoromethoxy)-6-(difluoromethyl)-3-pyridyl]carbamoylamino]ethyl]-1,2,4-triazol-1-yl]-N-methyl-pyrimidine-4-carboxamide FC(OC1=C(C=NC(=C1)C(F)F)NC(=O)N[C@@H](C)C1=NC=NN1C1=CC(=NC=N1)C(=O)NC)F